3-(6-phenylpyridin-2-yl)-2,4,5,6-tetrakis(9H-pyrido[3,4-b]indol-9-yl)benzonitrile C1(=CC=CC=C1)C1=CC=CC(=N1)C=1C(=C(C#N)C(=C(C1N1C2=C(C3=CC=CC=C13)C=CN=C2)N2C1=C(C3=CC=CC=C23)C=CN=C1)N1C2=C(C3=CC=CC=C13)C=CN=C2)N2C1=C(C3=CC=CC=C23)C=CN=C1